4-Amino-1-(6-aminopyridin-3-yl)-7-iodo-2-oxo-1,2-dihydroquinoline-3-carboxylic acid methyl ester COC(=O)C=1C(N(C2=CC(=CC=C2C1N)I)C=1C=NC(=CC1)N)=O